C(#N)C1=NC=CC(=C1)C1=C(C(=CC(=C1)F)C(C)C)NC(=O)N=[S@@](=O)(N)C=1C=NN2C1OCCC2 (S)-N'-((2-(2-cyanopyridin-4-yl)-4-fluoro-6-isopropylphenyl)carbamoyl)-6,7-dihydro-5H-pyrazolo[5,1-b][1,3]oxazine-3-sulfonimidamide